N[C@H](C(=O)NC1=CC=C(C=N1)C1=C(C(=NC=C1)C)OC)C1CCC(CC1)C (S)-2-amino-N-(3'-methoxy-2'-methyl-[3,4'-bipyridin]-6-yl)-2-((1r,4S)-4-methylcyclohexyl)acetamide